C(C)(C)(C)OC(=O)N1C[C@H](N(CC1)C1=NC=C(C=C1[N+](=O)[O-])C(F)(F)F)C(=O)O (S)-4-(tert-Butoxycarbonyl)-1-(3-nitro-5-(trifluoromethyl)pyridin-2-yl)piperazine-2-carboxylic acid